FC(COC1=C(C(=CC=C1)C(F)(F)F)S(=O)(=O)O)F 2-(2',2'-difluoroethoxy)-6-trifluoromethylbenzenesulfonic acid